[Cl-].C(CCC)N1C[NH2+]C=C1 3-butyl-1H-imidazol-1-ium chloride